6-fluoro-4-[3-[(3-fluorophenyl)methyl]-7,8-dihydro-5H-1,6-naphthyridin-6-yl]quinazoline FC=1C=C2C(=NC=NC2=CC1)N1CC=2C=C(C=NC2CC1)CC1=CC(=CC=C1)F